tert-butyl ((6-cyclopropyl-8-(3-methyl-2,4-dioxoimidazolidin-1-yl)imidazo[1,2-a]pyridin-2-yl)methyl-d2)carbamate C1(CC1)C=1C=C(C=2N(C1)C=C(N2)C([2H])([2H])NC(OC(C)(C)C)=O)N2C(N(C(C2)=O)C)=O